C1(CCCCC1)P(C1=CC=NN1C=1C(=NN(C1C1=CC=CC=C1)C1=CC=CC=C1)C1=CC=CC=C1)C1CCCCC1 5-(dicyclohexylphosphino)-1',3',5'-triphenyl-1'H-1,4'-bipyrazole